1-(3-((tert-butyldiphenylsilyl)oxy)propyl)-4-(2,3-dichloro-6-((2-(trimethylsilyl)ethoxy)methoxy)phenyl)pyrrolidine-2-one [Si](C1=CC=CC=C1)(C1=CC=CC=C1)(C(C)(C)C)OCCCN1C(CC(C1)C1=C(C(=CC=C1OCOCC[Si](C)(C)C)Cl)Cl)=O